3-(5-(1-(oxetan-3-yl)-4-(pyrrolidin-1-ylmethyl)-1H-pyrazolo[3,4-b]pyridin-6-yl)-1-oxoisoindolin-2-yl)piperidine-2,6-dione O1CC(C1)N1N=CC=2C1=NC(=CC2CN2CCCC2)C=2C=C1CN(C(C1=CC2)=O)C2C(NC(CC2)=O)=O